N1=CN=C2NC=NC2=C1C=1C(=NC=CN1)NC=1C=C(C=CC1C)NC(C1=NC=CC(=C1)C(F)(F)F)=O N-(3-((3-(9H-purin-6-yl)pyrazin-2-yl)amino)-4-methylphenyl)-4-(trifluoromethyl)picolinamide